1-Cyclopropyl-2-(4-(2-hydroxypropan-2-yl)pyrimidin-5-yl)-1H-benzo[d]imidazol-6-carbonitril C1(CC1)N1C(=NC2=C1C=C(C=C2)C#N)C=2C(=NC=NC2)C(C)(C)O